C12(CC3CC(CC(C1)C3)C2)CCN2CCN(CC2)CCCSC=2C=C3C(N(C(=NC3=CC2)C)C2C(NC(CC2)=O)=O)=O 3-(6-((3-(4-(2-((3r,5r,7r)-adamantane-1-yl)ethyl)piperazin-1-yl)propyl)thio)-2-Methyl-4-oxoquinazolin-3(4H)-yl)piperidine-2,6-dione